2,5-dit-amyl-hydroquinone C(C)(C)(CC)C1=C(O)C=C(C(=C1)O)C(C)(C)CC